OC1=CC(=CC(=C1C1=C(C=CC(=C1)C)C(=C)C)OCN(C(OC)=O)C1=CC=CC=C1)C(C)(CCCCCC)C methyl (((6-hydroxy-5'-methyl-4-(2-methyloctan-2-yl)-2'-(prop-1-en-2-yl)-[1,1'-biphenyl]-2-yl)oxy)methyl)(phenyl)carbamate